5-(2-{5-chloro-2-oxo-1,2-dihydrospiro[indole-3,4'-piperidin]-1'-yl}ethoxy)-2,3-dihydro-1lambda6-benzothiophene-1,1-dione ClC=1C=C2C(=CC1)NC(C21CCN(CC1)CCOC=1C=CC2=C(CCS2(=O)=O)C1)=O